(2S)-2-(3-(1H-indol-7-oxymethyl)benzyl)amino-propionamide N1C=CC2=CC=CC(=C12)OCC=1C=C(CN[C@H](C(=O)N)C)C=CC1